3-((2S)-3-(8-(3-bromophenylsulfonyl)-1-oxa-8-azaspiro[4.5]dec-3-ylamino)-2-hydroxypropoxy)-N-methylbenzenesulfonamide BrC=1C=C(C=CC1)S(=O)(=O)N1CCC2(CC(CO2)NC[C@@H](COC=2C=C(C=CC2)S(=O)(=O)NC)O)CC1